ClC1=C(C=C(OCC(=O)NC23[C@H](CC(CC2)(CC3)NC(COC3=CC(=CC=C3)C(F)(F)F)=O)O)C=C1)F 2-(4-chloro-3-fluorophenoxy)-N-[(2S)-2-hydroxy-4-{2-[3-(trifluoromethyl)phenoxy]acetamido}bicyclo[2.2.2]octan-1-yl]acetamide